(5-(2,3-dihydro-benzo[b][1,4]dioxin-6-yl)-1,2,4-oxadiazol-3-yl)-2,3-dihydroindole-5-carbaldehyde O1C2=C(OCC1)C=C(C=C2)C2=NC(=NO2)C2NC1=CC=C(C=C1C2)C=O